tert-butyl N-[2-(4-bromo-2H-1,2,3-triazol-2-yl)ethyl]carbamate BrC1=NN(N=C1)CCNC(OC(C)(C)C)=O